CC=1N=CC(=NC1)NC(C1=CC=C(C=C1)N1C=NC2=C1C=CC(=C2)C=2C=NN(C2)C)=O N-(5-methylpyrazin-2-yl)-4-[5-(1-methylpyrazol-4-yl)benzimidazol-1-yl]benzamide